4-methyl-1-pentene-3-ol CC(C(C=C)O)C